(cis)-4-aminocyclohexanecarboxylic acid N[C@H]1CC[C@H](CC1)C(=O)O